C(C)C1=NC=C(C(=C1)C1=CC(=NN1COCC[Si](C)(C)C)C(=O)OC)F methyl 5-(2-ethyl-5-fluoropyridin-4-yl)-1-{[2-(trimethylsilyl)ethoxy]methyl}pyrazole-3-carboxylate